C1COCCO1 3,6-dioxan